N-(7-chloro-6-(1-((3R,4R)-4-fluoro-3-methyltetrahydrofuran-3-yl)piperidin-4-yl)isoquinolin-3-yl)-2-(1-methyl-1H-pyrazol-3-yl)cyclopropane-1-carboxamide ClC1=C(C=C2C=C(N=CC2=C1)NC(=O)C1C(C1)C1=NN(C=C1)C)C1CCN(CC1)[C@@]1(COC[C@@H]1F)C